ClC1=NC(=CC(=C1)NC(=O)C1=CC2=C(S1)C=CC(=C2)C(C)(C)S(=O)(=O)C)OC2=CC=C(C=C2)F N-(2-Chloro-6-(4-fluorophenoxy)pyridin-4-yl)-5-(2-(methylsulfonyl)propan-2-yl)benzo[b]thiophen-2-carboxamid